[Si](C1=CC=CC=C1)(C1=CC=CC=C1)(C(C)(C)C)OC[C@@H]1[C@H](C1)C=O (1s,2s)-2-(((tert-butyldiphenylsilyl)oxy)methyl)cyclopropane-1-carbaldehyde